lithium 8-fluoro-6-(N-(1-cyanocyclopropyl)sulfamoyl)imidazo[1,5-a]pyridine-3-carboxylate FC=1C=2N(C=C(C1)S(NC1(CC1)C#N)(=O)=O)C(=NC2)C(=O)[O-].[Li+]